ClC1=CC(=C(N=N1)C(NC([2H])([2H])[2H])=O)NC=1C=C(COCC2=C(C=CC(=N2)NC(OC(C)(C)C)=O)F)C=C(C1OC)C1=NC=C(C=N1)F Tert-butyl (6-(((3-((6-chloro-3-((methyl-d3)carbamoyl)pyridazin-4-yl)amino)-5-(5-fluoropyrimidin-2-yl)-4-methoxybenzyl)oxy)methyl)-5-fluoropyridin-2-yl)carbamate